ClC1=NN(C2=NC(=NC=C21)Cl)CC(COC2=NN(C(=C2[N+](=O)[O-])CC)C=2N(N=C(C2)C)C)F 3,6-Dichloro-1-(3-((5-ethyl-2',5'-dimethyl-4-nitro-2'H-[1,3'-bipyrazol]-3-yl)oxy)-2-fluoropropyl)-1H-pyrazolo[3,4-d]pyrimidine